NC[C@H]1N([C@@H](CC1)C1=CC=C(C=C1)Br)C(=O)OC(C)(C)C tert-Butyl (2S,5S)-2-(aminomethyl)-5-(4-bromophenyl)pyrrolidine-1-carboxylate